N-(3-((5-(1-amino-8-azaspiro[4.5]decan-8-yl)imidazo[1,2-c]pyrimidin-8-yl)thio)-2-chlorophenyl)-2-hydroxy-4-carbonyl-4H-pyrido[1,2-a]pyrimidine-3-carboxamide NC1CCCC12CCN(CC2)C2=NC=C(C=1N2C=CN1)SC=1C(=C(C=CC1)NC(=O)C1=C(N=C2N(C1=C=O)C=CC=C2)O)Cl